ClC1=CC(=C(C=C1)CC(=O)C1=CNC2=CC(=C(C=C12)OC(F)(F)F)OC)OC 2-(4-chloro-2-methoxyphenyl)-1-(6-methoxy-5-(trifluoromethoxy)-1H-indol-3-yl)ethanone